methyl 5-chloro-1H-pyrrolo[3,2-b]pyridine-7-carboxylate ClC1=CC(=C2C(=N1)C=CN2)C(=O)OC